Para-(phenoxymethyl)benzoic acid O(C1=CC=CC=C1)CC1=CC=C(C(=O)O)C=C1